2,3-epoxypropanol C(C1CO1)O